NC1OCC(OC1)N 2,5-diamino-1,4-dioxane